Furo[4',7]coumarin C1=CC(=O)OC2=CC3=C(C=CO3)C=C21